FC=1C=C(C=CC1F)C1=CC(=C(C=C1)C(=O)O)N1C(C2=CC(=CC=C2C1)NS(=O)(=O)C1=CC=C(C)C=C1)=O 3',4'-Difluoro-3-[1-oxo-6-(toluene-4-sulfonylamino)-1,3-dihydro-isoindol-2-yl]-biphenyl-4-carboxylic acid